N-[(1R)-1-[3-[5-[[tert-Butyl(dimethyl)silyl]oxymethyl]-2-oxo-oxazolidin-3-yl]phenyl]ethyl]-2-methyl-5-(4-methylpiperazin-1-yl)benzamide [Si](C)(C)(C(C)(C)C)OCC1CN(C(O1)=O)C=1C=C(C=CC1)[C@@H](C)NC(C1=C(C=CC(=C1)N1CCN(CC1)C)C)=O